N-((S)-1-(((R)-1-(6-(4-((S)-2-(4-isobutylphenyl)propanamido)butyl)-4,8-dioxo-1,3,6,2-dioxazaborocan-2-yl)-3-methylbutyl)amino)-1-oxo-3-phenylpropan-2-yl)pyrazine-2-carboxamide C(C(C)C)C1=CC=C(C=C1)[C@@H](C(=O)NCCCCN1CC(OB(OC(C1)=O)[C@H](CC(C)C)NC([C@H](CC1=CC=CC=C1)NC(=O)C1=NC=CN=C1)=O)=O)C